3-(3-butoxy-5-(trifluoromethyl)phenyl)-1-(1-methyl-4-nitro-1H-imidazol-5-yl)-1H-1,2,4-triazole C(CCC)OC=1C=C(C=C(C1)C(F)(F)F)C1=NN(C=N1)C1=C(N=CN1C)[N+](=O)[O-]